anilino-4-amino-5-trifluoromethyl-pyrimidine N(C1=CC=CC=C1)C1=NC=C(C(=N1)N)C(F)(F)F